5-(2-((tert-butyldimethylsilyl)oxy)ethoxy)-2-nitropyridine [Si](C)(C)(C(C)(C)C)OCCOC=1C=CC(=NC1)[N+](=O)[O-]